1-(4-amino-8-bromo-5,5-dimethyl-6H-benzo[h]quinazolin-7-yl)pyrrolidine-3-carbonitrile NC1=NC=NC=2C3=C(CC(C12)(C)C)C(=C(C=C3)Br)N3CC(CC3)C#N